2-(3,3-difluorocyclobutyl)acetamide ethyl-1-(4-methoxybenzyl)-6-((1-(methylsulfonyl)cyclopropyl)methyl)-7-oxo-4,5,6,7-tetrahydro-1H-pyrazolo[3,4-c]pyridine-3-carboxylate C(C)OC(=O)C1=NN(C=2C(N(CCC21)CC2(CC2)S(=O)(=O)C)=O)CC2=CC=C(C=C2)OC.FC2(CC(C2)CC(=O)N)F